piperidin-4-yl-ethyl nitrate [N+](=O)(OCCC1CCNCC1)[O-]